OCCC=1C=2C3=NC(=CC(C(NC4=NC=5C=CNC(C5N4CCCCCOC2N(N1)C)=O)=O)=C3)C (2-hydroxyethyl)-5,26-dimethyl-7-oxa-4,5,13,16,20,22,27-heptaazapentacyclo[22.3.1.0^{2,6}.0^{13,21}.0^{14,19}]octacosa-1(27),2(6),3,14(19),17,20,24(28),25-octaene-15,23-dione